3-(1,4-dimethyl-1H-imidazol-5-yl)-1,2,4-thiadiazole-5-amine CN1C=NC(=C1C1=NSC(=N1)N)C